1-((tert-Butylsulfinyl)imino)-1,3-dihydrospiro[indene-2,4'-piperidine]-1'-carboxylic acid tert-butyl ester C(C)(C)(C)OC(=O)N1CCC2(CC1)C(C1=CC=CC=C1C2)=NS(=O)C(C)(C)C